[Na+].FC1=C(C=C(C=C1)NC(=O)C1=CC=C(C(=O)[O-])C=C1)C(NC1=NC(=CC=C1)C1=NN=CN1C(C)C)=O 4-((4-Fluoro-3-((6-(4-isopropyl-4H-1,2,4-triazol-3-yl)pyridin-2-yl)carbamoyl)phenyl)carbamoyl)benzoic acid sodium salt